NC=1C2=C(N=CN1)N(C=C2Br)[C@H]2[C@@H]([C@@H]([C@H](C2)C(=O)NC[C@H]2CNCCC2)O)O (1S,2R,3S,4R)-4-(4-Amino-5-bromo-7H-pyrrolo[2,3-d]pyrimidin-7-yl)-2,3-dihydroxy-N-(((R)-piperidin-3-yl)methyl)cyclopentane-1-carboxamide